2-[6-[(5-chloro-2-pyridinyl)methyl]-2-azaspiro[3.3]heptane-2-carbonyl]-7-oxa-2,5-diazaspiro[3.4]octan-6-one ClC=1C=CC(=NC1)CC1CC2(CN(C2)C(=O)N2CC3(C2)NC(OC3)=O)C1